C(C)(C)OC=1C=CC(=NC1)C1=NSC(=N1)NC1=NC=C(C=C1N(C(C)=O)C)C(F)(F)F N-(2-(3-(5-isopropoxy-pyridin-2-yl)-1,2,4-thiadiazol-5-ylamino)-5-(trifluoro-methyl)pyridin-3-yl)-N-methylacetamide